C(=C\C)/SSC methyl (E)-1-propenyl disulphide